C(CCC)C1=NC2(C(N1CC=1C=CC(=C(C(=O)OC)C1)B1OC(C(O1)(C)C)(C)C)=O)CCCC2 methyl 5-((2-butyl-4-oxo-1,3-diazaspiro[4.4]non-1-en-3-yl)methyl)-2-(4,4,5,5-tetramethyl-1,3,2-dioxaborolan-2-yl)benzoate